(55as,55bs)-decanal C(CCCCCCCCC)=O